4,4'-Dimethyloctafluorobiphenyl CC1=C(C(=C(C(=C1F)F)C1=C(C(=C(C(=C1F)F)C)F)F)F)F